N-(4-{[6-(5-chloro-2-fluorophenyl)-3-{[(2,2-dimethyl-1,3-dioxolan-4-yl)methyl]sulfanyl}pyridazin-4-yl]amino}pyridin-2-yl)-3-(4-methylpiperazin-1-yl)cyclobutane-1-carboxamide ClC=1C=CC(=C(C1)C1=CC(=C(N=N1)SCC1OC(OC1)(C)C)NC1=CC(=NC=C1)NC(=O)C1CC(C1)N1CCN(CC1)C)F